C(C)(C)(C)C1=C(C(=CC(=C1)C)C(C)(C)C)P(OP(O)(O)C1=C(C=C(C=C1C(C)(C)C)C)C(C)(C)C)(O)O.OCC(CO)(CO)CO pentaerythritol bis(2,6-di-tert-butyl-4-methylphenyl)diphosphite